di-tert-butyl-({dichloro[di-tert-butyl-(phenyl)-λ5-phosphanyl]palladium}) C(C)(C)(C)C=1C(=C(C=CC1)P(C(C)(C)C)(C(C)(C)C)[Pd](Cl)Cl)C(C)(C)C